methyl 4-hydroxy-2-methoxynicotinate OC1=CC=NC(=C1C(=O)OC)OC